(S)-2-amino-2-phenylacetonitrile N[C@H](C#N)C1=CC=CC=C1